1-((1-methyl-1H-indazol-3-yl)methyl)piperidin CN1N=C(C2=CC=CC=C12)CN1CCCCC1